(R,S)-6-(3-(5-(3-hydroxy-1-methyl-2-oxopyrrolidin-3-yl)-1-((2-(trimethylsilyl)ethoxy)methyl)-1H-pyrazol-3-yl)phenyl)picolinamide O[C@@]1(C(N(CC1)C)=O)C1=CC(=NN1COCC[Si](C)(C)C)C=1C=C(C=CC1)C1=CC=CC(=N1)C(=O)N